C(C)OC(=O)C=1C(=NC(=NC1)Cl)NC1CC(CCC1)O 2-chloro-4-((3-hydroxycyclohexyl)amino)pyrimidine-5-carboxylic acid ethyl ester